ClC1=C(C=C(C=C1)Cl)C1CC(C1)N 3-(2,5-Dichlorophenyl)cyclobutan-1-amine